[Cl-].C(CCCCCCCCCCCCCCCCCCC)[S+](C)C n-eicosyl-dimethyl-sulfonium chloride